5-[4-amino-5-(trifluoromethyl)-pyrrolo[2,1-f][1,2,4]triazin-7-yl]-N-[(3R,4S)-1-[1-(2,6-difluoropyridin-4-yl)ethyl]-4-fluoropyrrolidin-3-yl]-2-methoxypyridine-3-carboxamide NC1=NC=NN2C1=C(C=C2C=2C=C(C(=NC2)OC)C(=O)N[C@@H]2CN(C[C@@H]2F)C(C)C2=CC(=NC(=C2)F)F)C(F)(F)F